COC=1C=NC=CN1 3-methoxypyrazin